COC(=O)C=1C=C(C=2N(C1)C=C(N2)C)C 2,8-Dimethylimidazo[1,2-a]pyridine-6-carboxylic acid methyl ester